C(C)/C(/C(=O)O)=C\C1=CC(OC)=C(O)C=C1.C(\C=C\C1=CC(OC)=C(O)C=C1)(=O)OCC Ethyl ferulate (Ethyl ferulate)